(3S,4R,5R)-1-(((R)-1-(2-(trifluoromethyl)pyridin-4-yl)pyrrolidin-3-yl)methyl)piperidine-3,4,5-triol FC(C1=NC=CC(=C1)N1C[C@H](CC1)CN1C[C@@H](C([C@@H](C1)O)O)O)(F)F